trimethylsilyl MethaneSulfonate CS(=O)(=O)O[Si](C)(C)C